ClC=1C=C(CC2(CC2)C(=O)N[C@@H]2[C@H](CNCC2)C)C=CC1 1-(3-chlorobenzyl)-N-((3s,4s)-3-methylpiperidin-4-yl)cyclopropane-1-carboxamide